CC(CCCCCCC(C(=O)O)(CCCC(=O)O)CCCCCCC(C)C)C.C(CCCCC(=O)OCCCCCCC(C)C)(=O)OCCCCCCC(C)C Diisononyl adipate (Bis(7-methyloctyl) adipate)